2-(4-(((6-(cyclopropyl(4-(1,1,1,3,3,3-hexafluoro-2-hydroxypropan-2-yl)benzyl)amino)-5-fluoropyrimidin-4-yl)amino)methyl)-3-hydroxypiperidin-1-yl)acetamide C1(CC1)N(C1=C(C(=NC=N1)NCC1C(CN(CC1)CC(=O)N)O)F)CC1=CC=C(C=C1)C(C(F)(F)F)(C(F)(F)F)O